O=C1N(CC2=CC=CC=C12)C1=CC=C(C=C1)C(C(=O)O)C 4-(1,3-Dihydro-1-oxo-2H-isoindol-2-yl)-α-methylphenylacetic acid